C1(CC1)N1CC(N(CC1)C1N(C2=NC(=CC=C2CC1)C=O)C(=O)N)=C=O (4-cyclopropyl-2-carbonylpiperazin-1-yl)-7-formyl-3,4-dihydro-1,8-naphthyridin-1(2H)-carboxamide